N-(3-chloro-2-fluorophenyl)-7-((5,7-dimethyl-2-oxa-5-azaspiro[3.4]oct-7-yl)ethynyl)-6-nitroquinazolin-4-amine ClC=1C(=C(C=CC1)NC1=NC=NC2=CC(=C(C=C12)[N+](=O)[O-])C#CC1(CN(C2(COC2)C1)C)C)F